ClC1=C(C(=O)OC)C=CC=C1B1OC(C(O1)(C)C)(C)C methyl 2-chloro-3-(4,4,5,5-tetramethyl-1,3,2-dioxaborolan-2-yl)benzoate